COC1=CC=2N=CN=C(C2N=C1NC(=O)C1CC1)C1=CC(=NN1C1=CC=CC=C1)C N-(7-methoxy-4-(3-methyl-1-phenyl-1H-pyrazol-5-yl)pyrido[3,2-d]pyrimidin-6-yl)cyclopropanecarboxamide